C1(CC1)C1=CC(=CC(=N1)N1C=C(C=2C=C(NC2C1=O)CO)C#N)C1=C(C=C(C=C1)F)C(=O)N1CC(C1)F 6-(6-cyclopropyl-4-{4-fluoro-2-[(3-fluoro-1-azetidinyl)carbonyl]phenyl}-2-pyridyl)-2-(hydroxymethyl)-7-oxo-1,6-dihydro-1,6-diaza-4-indenecarbonitrile